C(=O)(OCC1C2=CC=CC=C2C2=CC=CC=C12)NCC(=O)NCOC(C)=O acetic acid [[2-(Fmoc-amino) acetamido] methyl] ester